trans-N-(2-oxabicyclo[3.2.0]hept-7-yl)-6-((1-(1-methyl-1H-pyrazol-3-yl)-2-oxo-1,2-dihydropyridin-3-yl)amino)-8-(methylamino)imidazo[1,2-b]pyridazine-3-carboxamide C12OCCC2CC1NC(=O)C1=CN=C2N1N=C(C=C2NC)NC=2C(N(C=CC2)C2=NN(C=C2)C)=O